C(=O)O.C(=O)O.[C@H]12CN(C[C@H](CC1)N2)C2=NC(=NC1=C(C(=C(C=C21)Cl)C2=CC(=CC1=CC=CC=C21)O)F)OCCCNC(=N)N 1-(3-((4-((1R,5S)-3,8-diazabicyclo[3.2.1]octan-3-yl)-6-chloro-8-fluoro-7-((S or R)-3-hydroxynaphthalen-1-yl)quinazolin-2-yl)oxy)propyl)guanidine diformate